2-hydroxy-N,N-diethylpyrrolidinium OC1[N+](CCC1)(CC)CC